NC=1C2=C(N=CN1)N(C=C2C2=CC=C(C=C2)NC(=O)NC2=C(C=CC(=C2)C(C(C(C(F)(F)F)(F)F)(F)F)(F)F)F)C(C)C 1-(4-(4-amino-7-isopropyl-7H-pyrrolo[2,3-d]pyrimidin-5-yl)phenyl)-3-(2-fluoro-5-(perfluorobutyl)phenyl)urea